ClC=1C=C(C=C(C1OC=1C2=C(C(NN1)=O)[C@H](CC2)C([2H])([2H])[2H])Cl)N2N=C(C(NC2=O)=O)C#N (S)-2-(3,5-dichloro-4-((7-(methyl-d3)-1-oxo-2,5,6,7-tetrahydro-1H-cyclopenta[d]pyridazin-4-yl)oxy)phenyl)-3,5-dioxo-2,3,4,5-tetrahydro-1,2,4-triazine-6-carbonitrile